CC(/C=C\\CC1C(CCC1=O)CC(=O)[O-])O The molecule is a hydroxy monocarboxylic acid anion that is the conjugate base of 12-hydroxyjasmonic acid, obtained by deprotonation of the carboxy group; major species at pH 7.3. It is a 5-oxo monocarboxylic acid anion and a hydroxy monocarboxylic acid anion.